1-[1,1'-Biphenyl]-2-yl-2,2,2-trifluoroethanone C1(=C(C=CC=C1)C(C(F)(F)F)=O)C1=CC=CC=C1